tert-Butyl (S)-2-(3-(2-(pyridin-4-yl)ethyl)-1,2,4-oxadiazol-5-yl)piperidine-1-carboxylate N1=CC=C(C=C1)CCC1=NOC(=N1)[C@H]1N(CCCC1)C(=O)OC(C)(C)C